NC1=C(C=C(C=C1[N+](=O)[O-])S(=O)(=O)NCC)I 4-amino-N-ethyl-3-iodo-5-nitrobenzenesulfonamide